N-(5-bromo-4,6-dimethoxy-pyrimidin-2-yl)-6-chloro-7-(triazol-2-yl)-1H-indole BrC=1C(=NC(=NC1OC)N1C=CC2=CC=C(C(=C12)N1N=CC=N1)Cl)OC